1,2,4-THIADIAZOLE-3-CARBOXALDEHYDE S1N=C(N=C1)C=O